(R)-N-methyl-7-(trifluoromethyl)chroman-4-amine hydrochloride Cl.CN[C@@H]1CCOC2=CC(=CC=C12)C(F)(F)F